N-((5-fluoro-2,3-dihydrobenzofuran-4-yl)methyl)-1-(methanesulfonyl)imidazo[1,5-c]pyrimidin-5-amine FC=1C=CC2=C(CCO2)C1CNC1=NC=CC=2N1C=NC2S(=O)(=O)C